(3S)-4-amino-N-((2R)-3-hydroxy-2-methylpropyl)-3-methyl-N-((5-(trifluoromethyl)-2-pyridinyl)methyl)-1,3-dihydrofuro[3,4-c]quinoline-8-carboxamide NC1=NC=2C=CC(=CC2C2=C1[C@@H](OC2)C)C(=O)N(CC2=NC=C(C=C2)C(F)(F)F)C[C@H](CO)C